O1CC(CC1)N1N=CC=2C1=NC=NC2 1-(tetrahydrofuran-3-yl)-1H-pyrazolo[3,4-d]pyrimidine